NC1=C(C=C(C=C1)OC)S 2-amino-5-methoxy-benzenethiol